C1=CC=C(C(=C1)CCl)CCl α,α'-dichloro-o-xylene